ClC1=C(C(=CC=2CN3[C@@H](COC21)CNCC3)F)C3=C(C=CC=C3C)O 2-[(12aR)-10-chloro-8-fluoro-1,2,3,4,12,12a-hexahydro-6H-pyrazino[2,1-C][1,4]benzooxazepin-9-yl]-3-methylphenol